tert-butyl (cis)-5-benzyl-1-oxohexahydropyrrolo[3,4-c]pyrrole-2(1H)-carboxylate C(C1=CC=CC=C1)N1C[C@@H]2[C@H](C1)CN(C2=O)C(=O)OC(C)(C)C